N-((5-(5-(difluoromethyl)-1,3,4-oxadiazol-2-yl)pyridin-2-yl)methyl)-N-(4-methoxyphenyl)methanesulfonamide FC(C1=NN=C(O1)C=1C=CC(=NC1)CN(S(=O)(=O)C)C1=CC=C(C=C1)OC)F